ClC1=C(C(=O)NCCNC(=O)[C@H]2[C@H](CNCC2)O)C=CC(=C1)NC(=O)C=1N(C(=CN1)C1=C(C(=C(C=C1)OCC#N)F)F)C (3R,4R)-N-[2-[[2-chloro-4-[[5-[4-(cyanomethoxy)-2,3-difluoro-phenyl]-1-methyl-imidazole-2-carbonyl]amino]benzoyl]amino]ethyl]-3-hydroxy-piperidine-4-carboxamide